(1R,4R)-2-methyl-5-(6-nitro-3-pyridyl)-2,5-diazabicyclo[2.2.1]heptane CN1[C@H]2CN([C@@H](C1)C2)C=2C=NC(=CC2)[N+](=O)[O-]